10-(2,6-difluoro-4-([2-(methylamino)ethyl]amino)phenyl)-8-ethyl-9-oxo-4-(trifluoromethyl)-6,8,10-triazatricyclo[9.4.0.02,7]pentadeca-1(11),2(7),3,5,12,14-hexaene-13-carbonitrile FC1=C(C(=CC(=C1)NCCNC)F)N1C(N(C=2N=CC(=CC2C=2C=CC(=CC12)C#N)C(F)(F)F)CC)=O